tert-butyl N-[2-(5-bromo-2-thienyl)propanoylamino]-N-methyl-carbamate BrC1=CC=C(S1)C(C(=O)NN(C(OC(C)(C)C)=O)C)C